(7S)-N-(2-cyclohexyl-4-(4-(trifluoromethyl)phenethyl)phenyl)-7,8-difluorooctanamide C1(CCCCC1)C1=C(C=CC(=C1)CCC1=CC=C(C=C1)C(F)(F)F)NC(CCCCC[C@@H](CF)F)=O